OC1CCC(CC1)N1N=CC(=C1C)C=1C=C(C=2N(C1)N=CC2C#N)O[C@H](C(F)(F)F)C2=NC=C(C=C2)F 6-(1-((1r,4S)-4-hydroxycyclohexyl)-5-methyl-1H-pyrazol-4-yl)-4-((S)-2,2,2-trifluoro-1-(5-fluoropyridin-2-yl)ethoxy)pyrazolo[1,5-a]pyridine-3-carbonitrile